2-ethoxy-acetamide C(C)OCC(=O)N